C(C)(=O)OCCCC\C=C/CCCC (5Z)-5-decen-1-ol acetate